2-(5-(tert-butyl)-2-methylphenyl)-7-azaspiro[3.5]Nonane-7-carboxylic acid tert-butyl ester C(C)(C)(C)OC(=O)N1CCC2(CC(C2)C2=C(C=CC(=C2)C(C)(C)C)C)CC1